bis(2,3-dihydroxypropyl)glycerol OC(CC(C(C(O)CC(CO)O)O)O)CO